[K].[N+](=O)([O-])CC=O NITROACETALDEHYDE POTASSIUM SALT